COC1=C(C=C(C=C1)C=1SC(=C(N1)[C@@H](C)SC1=NC(=CC(=N1)N)N)C)OCCN1CCOCC1 (R)-2-(1-(2-(4-methoxy-3-(2-morpholinoethoxy)phenyl)-5-methylthiazol-4-yl)ethylthio)pyrimidine-4,6-diamine